6-Chloro-3-[[(1R)-1-[6-methyl-2-(2-methylindazol-5-yl)-4-oxo-chromen-8-yl]ethyl]amino]pyridine-2-sulfonamide ClC1=CC=C(C(=N1)S(=O)(=O)N)N[C@H](C)C=1C=C(C=C2C(C=C(OC12)C1=CC2=CN(N=C2C=C1)C)=O)C